O=C1NC(CCC1N1C(C2=CC=C(C=C2C1=O)N1C[C@@H](CC1)CCC(=O)O)=O)=O 3-((3R)-1-(2-(2,6-dioxopiperidin-3-yl)-1,3-dioxoisoindolin-5-yl)pyrrolidin-3-yl)propanoic acid